BrC1=CC=C(C=C1)CC=NNC1=NC2=CC(=C(C=C2N=C1)OC)OC 2-(2-(2-(4-bromophenyl)ethylidene)hydrazino)-6,7-dimethoxyquinoxaline